NC(C(=O)O)(CCCCB(O)O)CCN(C)CC1=CC=C(C=C1)OC(C)C 2-amino-6-borono-2-(2-((4-isopropoxybenzyl)(methyl)amino)ethyl)hexanoic acid